2-[(1Z)-5-fluoro-1-{[4-(4-fluorophenoxy)phenyl]methylene}-2-methyl-1H-inden-3-yl]-N-hydroxy-N-methylacetamide FC=1C=C2C(=C(/C(/C2=CC1)=C/C1=CC=C(C=C1)OC1=CC=C(C=C1)F)C)CC(=O)N(C)O